N-[(E)-(1-Hydroxy-3-methyl-3H-2,1-benzoxaborol-5-yl)methylenamino]-N-methyl-1,1-dioxo-1,2-benzothiazol-3-amin OB1OC(C2=C1C=CC(=C2)\C=N\N(C2=NS(C1=C2C=CC=C1)(=O)=O)C)C